rel-(2R,3S,4S,5R)-3-(2-ethoxy-4-fluoro-3-methylphenyl)-4,5-dimethyl-N-(tetrazolo[1,5-a]pyridin-7-yl)-5-(trifluoromethyl)tetrahydrofuran-2-carboxamide C(C)OC1=C(C=CC(=C1C)F)[C@H]1[C@@H](O[C@]([C@H]1C)(C(F)(F)F)C)C(=O)NC1=CC=2N(C=C1)N=NN2 |o1:11,12,14,15|